3-(((7-(2-Aminopyrimidin-4-yl)-2,3-dihydrofuro[3,2-c]pyridin-4-yl)amino)methyl)-2-fluoro-N-(tetrahydro-2H-pyran-4-yl)benzamid NC1=NC=CC(=N1)C=1C2=C(C(=NC1)NCC=1C(=C(C(=O)NC3CCOCC3)C=CC1)F)CCO2